ClC1=CC=C2C(=N1)C(=CN2)NC2=NC1=C(N2CCOC)C=CC(=C1F)F N-(5-chloro-1H-pyrrolo[3,2-b]pyridin-3-yl)-4,5-difluoro-1-(2-methoxyethyl)-1H-benzo[d]imidazole-2-amine